tert-butyl-(2-((2-aminoethyl) sulfonyl) ethyl)-carbamate C(C)(C)(C)OC(NCCS(=O)(=O)CCN)=O